7-cyclopentyl-2-oxo-1H-quinoline-3-carboxylic acid C1(CCCC1)C1=CC=C2C=C(C(NC2=C1)=O)C(=O)O